2-methyl-N-[4-(7-morpholinoquinazolin-5-yl)oxy-cyclohexyl]pyrimidin-4-amine CC1=NC=CC(=N1)NC1CCC(CC1)OC1=C2C=NC=NC2=CC(=C1)N1CCOCC1